[4-[(1S,4S,5R)-5-[[5-cyclopropyl-3-(2,6-dichlorophenyl)-1,2-oxazol-4-yl]methoxy]-2-azabicyclo[2.2.1]heptan-2-yl]phenyl]methane C1(CC1)C1=C(C(=NO1)C1=C(C=CC=C1Cl)Cl)CO[C@H]1[C@@H]2CN([C@H](C1)C2)C2=CC=C(C=C2)C